ClC=1C=C(C=C(C1)F)C1OC(=C(C1=O)OS(=O)(=O)CC1=CC=CC=C1)N 2-(3-chloro-5-fluorophenyl)-4-[[phenylmethylsulfonyl]oxy]-5-amino-3(2H)-furanone